C=1(N=C(N2C1CCCC2)C2=C(C=CC=C2)O)C2=C(C=CC=C2)O 2,2'-(5,6,7,8-tetrahydroimidazo[1,5-a]pyridine-1,3-diyl)diphenol